4-(7-fluoro-imidazo[1,2-a]pyridin-3-yl)-7-[[5-(1-oxa-4,8-diaza-spiro[5.5]undecan-8-yl)-2-pyridyl]amino]isoindolin-1-one FC1=CC=2N(C=C1)C(=CN2)C2=C1CNC(C1=C(C=C2)NC2=NC=C(C=C2)N2CC1(CNCCO1)CCC2)=O